4'-(4-methylpiperazin-1-yl)-3'-nitro-[1,1'-biphenyl]-4-Carboxylic acid methyl ester COC(=O)C1=CC=C(C=C1)C1=CC(=C(C=C1)N1CCN(CC1)C)[N+](=O)[O-]